hexyl-4-hydroxyproline C(CCCCC)N1[C@@H](CC(C1)O)C(=O)O